ClC1=CC2=C(C=[N+]1[O-])C(=NN2COCC[Si](C)(C)C)C(F)(F)F 6-chloro-3-(trifluoromethyl)-1-((2-(trimethylsilyl)ethoxy)methyl)-1H-pyrazolo[4,3-c]pyridine 5-oxide